4-((6-(4-(bromomethyl)-2-methoxyphenoxy)pyrimidin-4-yl)oxy)-3,5-dimethylbenzonitrile BrCC1=CC(=C(OC2=CC(=NC=N2)OC2=C(C=C(C#N)C=C2C)C)C=C1)OC